tert-butyl 4-(7-bromo-5-(methoxycarbonyl)-2,4-dimethylbenzo[d][1,3]dioxol-2-yl)piperidin-1-carboxylate BrC1=CC(=C(C2=C1OC(O2)(C)C2CCN(CC2)C(=O)OC(C)(C)C)C)C(=O)OC